(R)-2-amino-3-mercapto-3-methylbutyric acid N[C@H](C(=O)O)C(C)(C)S